ClC1=C(C=CC=C1)N1C=2N(C3=C(C1=O)C=NC(=N3)NC3=CC=C(C=C3)C=3N=C1N(C=CC=C1)C3)C=CN2 6-(2-chlorophenyl)-2-{[4-(imidazo[1,2-a]pyridin-2-yl)phenyl]amino}imidazo[1,2-a]pyrimido[5,4-e]pyrimidin-5(6H)-one